NCCCCCCNC(=O)NCC 1-(6-aminohexyl)-3-ethylurea